3-((3-cyanoimidazo[1,2-a]pyridin-2-yl)ethynyl)-5-(methylamino)-1H-pyrazole-4-carboxamide C(#N)C1=C(N=C2N1C=CC=C2)C#CC2=NNC(=C2C(=O)N)NC